FC1=C2C(=C(C=3N=C(NC31)C(C)(C)NC(OC(C)(C)C)=O)F)CC(C2)C=O tert-Butyl N-[1-(4,8-difluoro-6-formyl-3,5,6,7-tetrahydrocyclopenta[f]benzimidazol-2-yl)-1-methyl-ethyl]carbamate